Cl.FC=1C(=C(OC2=NC=C(C(=C2C=2NC3=CC=NC(=C3C(C2)=O)C=2NC=CN2)C)C(F)(F)F)C=CC1F)C 2-[2-(3,4-difluoro-2-methyl-phenoxy)-4-methyl-5-(trifluoromethyl)-3-pyridinyl]-5-(1H-imidazol-2-yl)-1H-1,6-naphthyridin-4-one hydrochloride